2-(5-amino-1-p-tolyl-1H-pyrazol-3-yl)-2-methyl-propionitrile NC1=CC(=NN1C1=CC=C(C=C1)C)C(C#N)(C)C